2,6-diazabicyclo[3.2.2]Nonane-2-carboxylate C12N(CCC(NC1)CC2)C(=O)[O-]